S1C(=NC2=C1C=CC=C2)C(=O)[C@H](CCCNC(=N)N)NC([C@H](CC2=CC=CC=C2)NC([C@@H](CC2=CNC1=CC=CC=C21)NC(C)=O)=O)=O N-[(S)-1-[(1,3-benzothiazol-2-yl)carbonyl]-4-guanidinobutyl](S)-2-[(R)-2-acetylamino-3-(3-indolyl)propionylamino]-3-phenylpropionamide